(trifluoromethoxy)pyridine-4-carbonitrile FC(OC1=NC=CC(=C1)C#N)(F)F